2-((2S)-1-Acryloyl-4-(7-(indolin-1-yl)-2-(3-methoxyazetidin-1-yl)-5,6,7,8-tetrahydroquinazolin-4-yl)piperazin-2-yl)acetonitrile C(C=C)(=O)N1[C@H](CN(CC1)C1=NC(=NC=2CC(CCC12)N1CCC2=CC=CC=C12)N1CC(C1)OC)CC#N